4-({2-[(4-{13-chloro-8-ethyl-4-fluoro-9-oxo-6,8,10-triazatricyclo[9.4.0.02,7]pentadeca-1(11),2(7),3,5,12,14-hexaen-10-yl}-3,5-difluorophenyl)amino]ethyl}amino)butanoic acid ClC1=CC=2N(C(N(C=3N=CC(=CC3C2C=C1)F)CC)=O)C1=C(C=C(C=C1F)NCCNCCCC(=O)O)F